3-{2-amino-[1,2,4]triazolo[1,5-a]pyridin-7-yl}-N-[(3s)-3-(4-ethynylphenyl)-3-hydroxypropyl]-2-fluoro-6-methylbenzamide NC1=NN2C(C=C(C=C2)C=2C(=C(C(=O)NCC[C@H](O)C3=CC=C(C=C3)C#C)C(=CC2)C)F)=N1